Octyldodecyl erucate CCCCCCCCCCCC(CCCCCCCC)OC(=O)CCCCCCCCCCC/C=C\CCCCCCCC